N(=[N+]=[N-])C/C=C/COC(CC1=CC(=C(C=C1)Cl)Cl)=O.ClC1=NC=NC(=C1C(=O)NC=1SC2=C(N1)C=1C=CC(=CC1OC21COC1)C(F)(F)F)OC 4-chloro-6-methoxy-N-(7-(trifluoromethyl)spiro[chromeno[4,3-d]thiazole-4,3'-oxetan]-2-yl)pyrimidine-5-carboxamide (E)-4-Azidobut-2-en-1-yl-2-(3,4-dichlorophenyl)acetate